O=C1C=COC2=CC=CC=C12 4-oxo-chromen